N-(3-(aminomethyl)-4-fluorophenyl)-5-(trifluoromethyl)-4,5-dihydroisoxazol-3-amine NCC=1C=C(C=CC1F)NC1=NOC(C1)C(F)(F)F